N=1C=CN2C1CCCC2 5,6,7,8-Tetrahydroimidazo[1,2-a]pyridin